C1=CC=C(C=C1)C(=O)NC(CSSCC(C(=O)O)NC(=O)C2=CC=CC=C2)C(=O)O N,N'-dibenzoylcystine